3-((6-chloro-2-cyclopropyl-7-fluoro-1-(1-methyl-1H-pyrazol-4-yl)-1H-indol-3-yl)thio)benzoic acid ClC1=CC=C2C(=C(N(C2=C1F)C=1C=NN(C1)C)C1CC1)SC=1C=C(C(=O)O)C=CC1